BrC=1C=C2C(=CC1)C(NC[C@]21[C@H](C1)C(F)(F)F)=O (2's,4r)-6-bromo-2'-(trifluoromethyl)spiro[2,3-dihydroisoquinoline-4,1'-cyclopropane]-1-one